NC=1CCC([C@@](N1)(CF)C=1C=C(C=C(C1F)F)NC(C1=NC=C(C=C1)OC([2H])([2H])[2H])=O)(F)F (S)-N-(3-(6-amino-3,3-difluoro-2-(fluoromethyl)-2,3,4,5-tetrahydropyridin-2-yl)-4,5-difluorophenyl)-5-(methoxy-d3)picolinamide